Ethyl 1-(5-(6-ethoxy-1H-pyrazolo[3',4':3,4]pyrazolo[1,5-a]pyridin-4-yl)pyridine-2-yl)-4-(((6-methoxypyridin-3-yl)methyl)amino)piperidine-4-carboxylate C(C)OC=1C=C(C=2N(C1)N=C1C2C=NN1)C=1C=CC(=NC1)N1CCC(CC1)(C(=O)OCC)NCC=1C=NC(=CC1)OC